C1(CC1)C1=NC=NC(=C1C1=NN(C2=C1CN(CC2)C2=CC=C(C=C2)C=2N(C=C(N2)C(F)(F)F)C(C)C)C([2H])([2H])[2H])OC 3-(4-cyclopropyl-6-methoxypyrimidin-5-yl)-5-(4-(1-isopropyl-4-(trifluoromethyl)-1H-imidazol-2-yl)phenyl)-1-(methyl-d3)-4,5,6,7-tetrahydro-1H-pyrazolo[4,3-c]pyridine